NC=1C2=C(N=CN1)N(C(=C2C2=CC=C(C=C2)OC2=NC=CC=N2)[C@@H]2CN(CC2)C(C=C)=O)C (S)-1-(3-(4-amino-7-methyl-5-(4-(pyrimidin-2-yloxy)phenyl)-7H-pyrrolo[2,3-d]pyrimidin-6-yl)pyrrolidin-1-yl)prop-2-en-1-one